benzyl 4-(4-formylphenyl)-1,4-diazacycloheptane-1-carboxylate C(=O)C1=CC=C(C=C1)N1CCN(CCC1)C(=O)OCC1=CC=CC=C1